3-(3-Chloro-4-(4-(4-methoxyphenyl)piperidin-1-yl)phenyl)piperidine-2,6-dione ClC=1C=C(C=CC1N1CCC(CC1)C1=CC=C(C=C1)OC)C1C(NC(CC1)=O)=O